N-(7,1'-Dihydroxy[1,2']binaphthalenyl-4'-yl)-4-methoxy-benzensulfonamid OC1=CC=C2C=CC=C(C2=C1)C1=C(C2=CC=CC=C2C(=C1)NS(=O)(=O)C1=CC=C(C=C1)OC)O